BrC=1C=C(C=C(C1N[C@@H](CO)CCO[Si](C)(C)C(C)(C)C)[N+](=O)[O-])S(=O)(=O)N (R)-3-bromo-4-((4-((tert-butyldimethylsilyl)oxy)-1-hydroxybutan-2-yl)amino)-5-nitrobenzenesulfonamide